3-methylbutyric acid (Z)-3-hexenyl ester C(C\C=C/CC)OC(CC(C)C)=O